[SiH2]([SiH3])P(Cl)[SiH2][SiH3] bis(disilanyl)chlorophosphine